COC(=O)C=1C=C2N=C(C=3N(C2=CC1)C=CC3)N3CC1C(C1C3)C(F)(F)F methyl-4-(6-(trifluoromethyl)-3-azabicyclo[3.1.0]hexan-3-yl)pyrrolo[1,2-a]quinoxaline-7-carboxylate